6-butyl-3-{4-[(4-chlorophenyl)methyl]piperazine-1-carbonyl}-5-(2,6-dimethoxyphenyl)pyridine-2,4-diol C(CCC)C1=C(C(=C(C(=N1)O)C(=O)N1CCN(CC1)CC1=CC=C(C=C1)Cl)O)C1=C(C=CC=C1OC)OC